N-((S)-1-cyclopentylethyl)-2-(2,6-dioxopiperidin-3-yl)-1-oxoisoindoline-5-carboxamide C1(CCCC1)[C@H](C)NC(=O)C=1C=C2CN(C(C2=CC1)=O)C1C(NC(CC1)=O)=O